(S)-4-(5-(2-methylazetidin-1-yl)-1H-pyrazolo[4,3-d]pyrimidin-7-yl)benzamide C[C@@H]1N(CC1)C=1N=C(C2=C(N1)C=NN2)C2=CC=C(C(=O)N)C=C2